FC(C1=NC=CC(=C1)N1CC2(C1)CNCC2)(F)F 2-(2-(trifluoromethyl)pyridin-4-yl)-2,6-diazaspiro[3.4]octane